C(C1=CC=CC=C1)OC(=O)NC1(CN(C[C@H](C1)F)C(=O)OCC1=CC=CC=C1)C benzyl (5S)-3-(((benzyloxy) carbonyl) amino)-5-fluoro-3-methylpiperidine-1-carboxylate